CN(C12CCC(CC1)(CC2)C2=NN=C(O2)[C@@]21CN(C[C@]1(C2)C(F)(F)F)C2=C1C=CC=NC1=C(C=C2)C#N)C 5-((1S,5R)-1-(5-(4-(dimethylamino)bicyclo[2.2.2]oct-1-yl)-1,3,4-oxadiazol-2-yl)-5-(trifluoromethyl)-3-azabicyclo[3.1.0]hex-3-yl)quinoline-8-carbonitrile